BrC1=CC=CC=2OC(OC21)(C)C2=NC1=C(N2C)C=CC=C1 2-(4-bromo-2-methylbenzo[d][1,3]dioxol-2-yl)-1-methyl-1H-benzo[d]imidazole